(1R,5S)-3-(7-bromo-6-chloro-2,8-difluoroquinazoline-4-yl)-3,8-diazabicyclo[3.2.1]Octane-8-carboxylic acid tert-butyl ester C(C)(C)(C)OC(=O)N1[C@H]2CN(C[C@@H]1CC2)C2=NC(=NC1=C(C(=C(C=C21)Cl)Br)F)F